N(C)C[C@H](O)[C@@H](O)[C@H](O)[C@H](O)CO.N(C)C[C@H](O)[C@@H](O)[C@H](O)[C@H](O)CO meglumine (meglumine) salt